1-(3-chloro-5-fluorophenyl)-3-(4-fluoro-3-(3-morpholinoquinoxaline-6-carbonyl)phenyl)urea ClC=1C=C(C=C(C1)F)NC(=O)NC1=CC(=C(C=C1)F)C(=O)C=1C=C2N=C(C=NC2=CC1)N1CCOCC1